C(C1=CC=CC=C1)OC(=O)N(S(=O)(=O)C1=C(C(=O)OCC2=CC=CC=C2)C(=C(C(=C1F)F)F)F)C1=CC(=C(C=C1)OC)F Benzyl 2-(N-((benzyloxy)carbonyl)-N-(3-fluoro-4-methoxyphenyl)sulfamoyl)-3,4,5,6-tetrafluorobenzoate